1-(4-(4-((3-chloro-4-(pyridin-2-ylmethoxy)phenyl)amino)-7H-pyrrolo[2,3-d]pyrimidin-5-yl)piperidin-1-yl)prop-2-en-1-one ClC=1C=C(C=CC1OCC1=NC=CC=C1)NC=1C2=C(N=CN1)NC=C2C2CCN(CC2)C(C=C)=O